ethyl vanillin, ammonium salt [NH4+].O=CC1=CC(OCC)=C(O)C=C1